8-chloro-2,6-dimethyl-2-octene ClCCC(CCC=C(C)C)C